3-(hydroxymethyl)-2,2'-dimethyl-spiro[4,5-dihydrothieno[2,3-c]pyran-7,4'-piperidine]-1'-carboxylic acid tert-butyl ester C(C)(C)(C)OC(=O)N1C(CC2(CC1)OCCC1=C2SC(=C1CO)C)C